6-amino-7-(3-hydroxy-2,6-dimethylphenyl)-3-methyl-4-oxo-4,7-dihydro-3H-pyrrolo[2,3-d]pyrimidine-5-carboxamide NC1=C(C2=C(N=CN(C2=O)C)N1C1=C(C(=CC=C1C)O)C)C(=O)N